ethyl-cyclopentadiene C(C)C1=CC=CC1